BrCC=1OC2=NC(=CC(=C2N1)C)Cl 2-(bromomethyl)-5-chloro-7-methyl-oxazolo[5,4-b]pyridine